tert-Butyl 2-(2-chloropyrimidin-4-yl)-3-((4-(6-ethoxypyrazin-2-yl)phenyl)(4-methoxybenzyl)amino)-3-oxopropanoate ClC1=NC=CC(=N1)C(C(=O)OC(C)(C)C)C(=O)N(CC1=CC=C(C=C1)OC)C1=CC=C(C=C1)C1=NC(=CN=C1)OCC